2-Quinolinamine N1=C(C=CC2=CC=CC=C12)N